(benzyloxy)-5-fluoro-1H-indole C(C1=CC=CC=C1)ON1C=CC2=CC(=CC=C12)F